2-(azepan-1-yl)-4-((4-(2-(4-hydroxypiperidin-1-yl)ethoxy)phenyl)amino)pyrimido[4,5-d]pyridazin-5(6H)-one N1(CCCCCC1)C=1N=C(C2=C(C=NNC2=O)N1)NC1=CC=C(C=C1)OCCN1CCC(CC1)O